C(=O)OCC=1C=C(C=CC1)N1COC2(C1)CCN(CC2)C(=O)OC(C)(C)C tert-butyl (3-{3-[(formyloxy) methyl] phenyl}-1-oxa-3,8-diazaspiro[4.5]decan-8-yl)carboxylate